FC1(CCC(CC1)C(C)(C)OC(=O)N[C@H](C(=O)N[C@H](C(S(=O)(=O)[O-])O)C[C@H]1C(NCC1)=O)CC(C)C)F.[Na+] Sodium (2S)-2-((S)-2-((((2-(4,4-difluorocyclohexyl)propan-2-yl)oxy)carbonyl)amino)-4-methylpentanamido)-1-hydroxy-3-((S)-2-oxopyrrolidin-3-yl)propane-1-sulfonate